CC1(CC=2C(=NC(=C(C2)N)N)O1)C 2,2-dimethyl-2,3-dihydrofuro[2,3-b]pyridine-5,6-diamine